C(C)C=1C(=CC=C2C=C(C=C(C12)C1=C(C=2N=C(N=C(C2C=N1)N1CCC(CCC1)C#N)OC[C@]12CCCN2C[C@@H](C1)F)F)O)F 1-(7-(8-ethyl-7-fluoro-3-hydroxynaphthalen-1-yl)-8-fluoro-2-(((2r,7as)-2-fluorohexahydro-1H-pyrrolizin-7a-yl)methoxy)pyrido[4,3-d]pyrimidin-4-yl)azepan-4-carbonitrile